1-(3-(4-((3,4-dichloro-2-fluorophenyl)amino)pyrido[3,4-d]pyrimidin-6-yl)tetrahydropyrimidin-1(2H)-yl)prop-2-en-1-one ClC=1C(=C(C=CC1Cl)NC=1C2=C(N=CN1)C=NC(=C2)N2CN(CCC2)C(C=C)=O)F